[OH-].CN1C(=NC=C1)CCCCC=1N(C=CN1)C tetramethylenebis(1-methylimidazole) hydroxide